1-((6-(2,2'-dichloro-3'-(1,3-dimethyl-2,4-dioxo-1,2,3,4-tetrahydropyrimidine-5-carboxamido)-[1,1'-biphenyl]-3-yl)-4-methoxypyridin-3-yl)methyl)-3-methylazetidine-3-carboxylic acid ClC1=C(C=CC=C1C1=CC(=C(C=N1)CN1CC(C1)(C(=O)O)C)OC)C1=C(C(=CC=C1)NC(=O)C=1C(N(C(N(C1)C)=O)C)=O)Cl